2,4,5-trifluoro-phenylacetic acid FC1=C(C=C(C(=C1)F)F)CC(=O)O